C1(CC1)NC(C1=C(C=C(C(=C1)C=1N=CN(C1)C=1C(=NC=C(C1)N[C@@H]1[C@@H](CN(CC1)C1COC1)F)F)C)F)=O N-cyclopropyl-2-fluoro-5-(1-(2-fluoro-5-(((3R,4S)-3-fluoro-1-(oxetan-3-yl)piperidin-4-yl)amino)pyridin-3-yl)-1H-imidazol-4-yl)-4-methylbenzamide